2'-({1-[3-(3-hydroxyazetidin-1-yl)benzenesulfonyl]piperidin-4-yl}amino)-7'-[(1R,3R)-3-(oxan-2-yloxy)cyclohexyl]spiro[cyclopropane-1,5'-pyrrolo[2,3-d]pyrimidin]-6'-one OC1CN(C1)C=1C=C(C=CC1)S(=O)(=O)N1CCC(CC1)NC=1N=CC2=C(N1)N(C(C21CC1)=O)[C@H]1C[C@@H](CCC1)OC1OCCCC1